Beta-Hydroxyaspartic Acid OC([C@H](N)C(=O)O)C(=O)O